1-(8-(bis(2,4-dimethoxybenzyl)amino)-6-chloro-2,7-naphthyridin-3-yl)-3-(1-(2-methoxyethyl)azetidin-3-yl)urea COC1=C(CN(C=2N=C(C=C3C=C(N=CC23)NC(=O)NC2CN(C2)CCOC)Cl)CC2=C(C=C(C=C2)OC)OC)C=CC(=C1)OC